ClC=1C=C(C(=O)N[C@@H](C)C=2N(N=CN2)C2=NN(C(CC2)=O)C)C=C(C1)S(=O)(=O)C(F)(F)F 3-chloro-N-[(1S)-1-[2-(1-methyl-6-oxo-4,5-dihydropyridazin-3-yl)-1,2,4-triazol-3-yl]ethyl]-5-(trifluoromethylsulfonyl)benzamide